ClC1=C(C=CC=C1C1=C(C(=CC=C1)C1=CC=2N(C=C1)N=C(N2)CNCCO)Cl)C2=CC=C(C=C2)C=O 2',2''-dichloro-3''-(2-(((2-hydroxyethyl)amino)methyl)-[1,2,4]triazolo[1,5-a]pyridin-7-yl)-[1,1':3',1''-terphenyl]-4-carbaldehyde